C(#N)C1=CC=C(C=C1)C=1C=C2C(=NC1C1=CC=C(C=C1)C)C=NN2CC2CN(CC2)C(=O)OC(C)(C)C tert-butyl 3-[[6-(4-cyanophenyl)-5-(4-methylphenyl)pyrazolo[4,3-b]pyridin-1-yl]methyl]pyrrolidine-1-carboxylate